COCC1(CCN(CC1)CCC1=CNC2=CC=C(C=C12)C)N(C(C)=O)C1=CC=CC=C1 N-(4-(methoxymethyl)-1-(2-(5-methyl-1H-indol-3-yl)ethyl)piperidin-4-yl)-N-phenylacetamide